L-γ-glutamyl-L-2-aminobutyric acid N[C@@H](CCC(=O)O)C(=O)CC[C@@H](C(=O)O)N